2-(acryloyloxy)-2-methylpropionate C(C=C)(=O)OC(C(=O)[O-])(C)C